C(C)(C)(C)OC(=O)N1CC(C(CC1)N(C1=C2CCN(C(C2=CC=C1)C)C(=O)OCC1=CC=CC=C1)C)(F)F benzyl 5-((1-(tert-butoxycarbonyl)-3,3-difluoropiperidin-4-yl)(methyl)amino)-1-methyl-3,4-dihydroisoquinoline-2(1H)-carboxylate